(S)-5-ethyl-1-(3-(4-ethyl-3-(hydroxymethyl)piperazine-1-carbonyl)-4-fluorobenzyl)pyrimidine-2,4(1H,3H)-dione C(C)C=1C(NC(N(C1)CC1=CC(=C(C=C1)F)C(=O)N1C[C@H](N(CC1)CC)CO)=O)=O